C1(=CC=CC=C1)C=1C(C(=C(C1C1=CC=C(C=C1)C#CC1=CC=CC=C1)C1=CC=C(C=C1)C#CC1=CC=CC=C1)C1=CC=CC=C1)=O 2,5-diphenyl-3,4-di[4-(2-phenylethynyl)phenyl]-2,4-cyclopentadien-1-one